5-methyl-4,7-dihydropyrazolo[1,5-a]pyrimidine-6-carboxamide CC=1NC=2N(CC1C(=O)N)N=CC2